ClC1=CC=C(C(=N1)NC1=CC=C(C=C1)CNC(OC(C)(C)C)=O)[N+](=O)[O-] tert-butyl N-[[4-[(6-chloro-3-nitro-2-pyridyl)amino]phenyl]methyl]carbamate